2-amino-1-(2,3-dichlorophenyl)-5-methyl-6-oxo-1,6-dihydropyrimidin-4-yl-trifluoromethanesulfonic acid NC=1N(C(C(=C(N1)OS(=O)(=O)C(F)(F)F)C)=O)C1=C(C(=CC=C1)Cl)Cl